NC1=C(SC2=NC(=CC=C21)C)C(=O)N[C@H]2COC1=C(C(=CC(=C1C2)F)N2CCNCC2)F (R)-3-amino-N-(5,8-difluoro-7-(piperazin-1-yl)chroman-3-yl)-6-methylthieno[2,3-b]pyridine-2-carboxamide